C(C)(=O)OC1=CC=C(C=C1)C1=CC=C2C(=N1)N(C(=C2)C2=NC1=C(N2C)C(=CC(=C1)C(=O)N1[C@@H]2CC[C@H](C1)[C@H]2N)OC)CC2CC2 4-(2-{5-[(1R,4R,7R)-7-amino-2-azabicyclo[2.2.1]heptane-2-carbonyl]-7-methoxy-1-methyl-1H-1,3-benzodiazol-2-yl}-1-(cyclopropylmethyl)-1H-pyrrolo[2,3-b]pyridin-6-yl)phenyl acetate